C(C)N(C(=O)[C@H]1CN([C@@H]2CC=3C4=C(C2=C1)C=CC=C4NC3)CC3=CC=C(C=C3)C)CC (6aR,9R)-N,N-diethyl-7-(4-methylbenzyl)-4,6,6a,7,8,9-hexahydroindolo[4,3-fg]quinoline-9-carboxamide